2-amino-3-[4-(trifluoromethyl)thiophen-3-yl]propanoic acid NC(C(=O)O)CC1=CSC=C1C(F)(F)F